(5R)-N-[(3S)-9-fluoro-2-oxo-5-phenyl-1,3-dihydro-1,4-benzodiazepin-3-yl]-5-methyl-2-(1-methylsulfonylpiperidin-4-yl)-6,7-dihydro-5H-pyrazolo[5,1-b][1,3]oxazine-3-carboxamide FC1=CC=CC=2C(=N[C@@H](C(NC21)=O)NC(=O)C=2C(=NN1C2O[C@@H](CC1)C)C1CCN(CC1)S(=O)(=O)C)C1=CC=CC=C1